FC1=C(C=C(C=C1)O)C=1CCNCC1 4-Fluoro-3-(2,3,6-trihydropyridin-4-yl)phenol